2,6-dibromo-4,4-bis(2-ethylhexyl)-4H-cyclopenta[1,2-b:5,4-b']dithiophene BrC1=CC2=C(S1)C=1SC(=CC1C2(CC(CCCC)CC)CC(CCCC)CC)Br